C(CCCCCCCCC1=CC=C(CCCCC)O1)(=O)O.[Mo] Molybdenum 10,13-epoxy-10,12-octadecadienoic acid